CC1=C(C(NC(=C1)C)=O)CNC(C1=C(C(=CC(=C1)C=1C=NC(=CC1)CO)N(C1CCOCC1)CC)C)=O N-((4,6-dimethyl-2-oxo-1,2-dihydropyridin-3-yl)methyl)-3-(ethyl(tetrahydro-2H-pyran-4-yl)amino)-5-(6-(hydroxymethyl)pyridin-3-yl)-2-methylbenzamide